P(=O)(OC1=C2C(=CNC2=CC=C1)CCN(C)C)(O)O (3-(2-Dimethylaminoethyl)-1H-indol-4-yl) dihydrogen phosphate